lithium tetrafluoroborate lithium salt [Li+].F[B-](F)(F)F.[Li+].F[B-](F)(F)F